CCCCCCCCCCCCCCCC(=O)O[C@H]1[C@@H]([C@H](O[C@@H]([C@@H]1OC(=O)CCCCCCCCCCCCCCC)O[C@@H]2[C@@H]([C@H]([C@@H]([C@H](O2)CO)O)O)O)CO)O The molecule is a polyacyl alpha,alpha-trehalose carrying two palmitoyl (hexadecanoyl) substituents that are located at positions 2 and 3. It has a role as a bacterial metabolite. It derives from a hexadecanoic acid.